FC(COC1=C(C(=CC=C1)C(F)(F)F)S(=O)(=O)Cl)F (2,2-difluoroethoxy)-6-trifluoromethylbenzenesulfonyl chloride